(3-hydroxy-4-methoxyphenyl)(4-(3-hydroxyazetidin-1-yl)phenyl)methanone OC=1C=C(C=CC1OC)C(=O)C1=CC=C(C=C1)N1CC(C1)O